OC1=C(C=C(C=C1)CCC1=CC(=CC(=C1)OC)O)OC 4,3'-dihydroxy-3,5'-dimethoxybibenzyl